7-tetrahydropyran-4-yl-7-azaspiro[3.5]nonane O1CCC(CC1)N1CCC2(CCC2)CC1